6,7-dichloro-2,3,4,5-tetrahydro-1H-1-benzazepine ClC1=C(C=CC2=C1CCCCN2)Cl